5-ethyl-3-methoxy-1,3-dimethyl-8-[[(1R)-1-[3-(1,1-difluoro-2-hydroxy-2-methyl-propyl)-2-fluoro-phenyl]ethyl]amino]pyrrolo[2,3-g]phthalazin-2-one C(C)C1=NN=C(C=2C=C3C(=CC12)C(C(N3C)=O)(C)OC)N[C@H](C)C3=C(C(=CC=C3)C(C(C)(C)O)(F)F)F